CN1[C@@H]2CN([C@H](C1)C2)C2=CN=CC(=N2)NC2=CC1=C(C=N2)SC(=N1)C1=NC=CC=C1C 6-[(1S,4S)-5-Methyl-2,5-diazabicyclo[2.2.1]heptan-2-yl]-N-[2-(3-methylpyridin-2-yl)-[1,3]thiazolo[5,4-c]pyridin-6-yl]pyrazin-2-amine